(R,Z)-N-(4-((5-chloro-2-methoxy-4-((1-methyl-1H-benzo[d]imidazol-5-yl)oxy)phenyl)amino)-7-methoxyquinazolin-6-yl)-2-fluoro-3-(1-methylpyrrolidin-2-yl)acrylamide ClC=1C(=CC(=C(C1)NC1=NC=NC2=CC(=C(C=C12)NC(/C(=C/[C@@H]1N(CCC1)C)/F)=O)OC)OC)OC1=CC2=C(N(C=N2)C)C=C1